thieno[2,3-D]pyrimidine-2,4(1H,3H)-dione N1C(NC(C2=C1SC=C2)=O)=O